ClC=1C=C(C=CC1Cl)C=1N(C(=C(C(C1C(=O)OC)=O)C=1C=NC=CC1)C)CC methyl 2-(3,4-dichlorophenyl)-1-ethyl-6-methyl-4-oxo-5-(3-pyridyl)pyridine-3-carboxylate